N1C=CC2=CC(=CC=C12)C=1SC(=NN1)OC1C(N2CCC1CC2)CC=2C=NC=CC2 (1H-indol-5-yl)-5-[2-(3-pyridylmethyl)quinuclidin-3-yl]oxy-1,3,4-thiadiazole